ClCP(=O)(C)C chloro(dimethylphosphoryl)methane